(3S)-3-{[(5S)-6-(2H-1,3-benzodioxole-5-carbonyl)-6-azaspiro[2.5]octan-5-yl]formamido}-N-cyclopropyl-2-hydroxy-4-[(3S)-2-oxopyrrolidin-3-yl]butanamide O1COC2=C1C=CC(=C2)C(=O)N2[C@@H](CC1(CC1)CC2)C(=O)N[C@H](C(C(=O)NC2CC2)O)C[C@H]2C(NCC2)=O